ClC1=CC=C(C=C1)NC(=O)NC=1SC(=CC1)C1=CC(=CC=C1)C 1-(4-Chlorophenyl)-3-[5-(3-methylphenyl)thiophen-2-yl]urea